6-chloro-3-((1-(2-(1-cyclopropyl-1H-pyrazol-4-yl)-3,6-dimethyl-4-oxo-4H-benzopyran-8-yl)ethyl)amino)picolinic acid methyl ester COC(C1=NC(=CC=C1NC(C)C1=CC(=CC=2C(C(=C(OC21)C=2C=NN(C2)C2CC2)C)=O)C)Cl)=O